ClC=1C=NN2C1C(=CC(=C2)C=2C=NN(C2C)C2CCN(CC2)C(=O)C2(CN(C2)C(=O)OC(C)(C)C)O)OC tert-butyl 3-(4-(4-(3-chloro-4-methoxypyrazolo[1,5-a]pyridin-6-yl)-5-methyl-1H-pyrazol-1-yl)piperidine-1-carbonyl)-3-hydroxyazetidine-1-carboxylate